methyl 3-(3,4-dichlorophenyl)-1,2,4-oxadiazole-5-carboxylate ClC=1C=C(C=CC1Cl)C1=NOC(=N1)C(=O)OC